1-((4r,5s)-5-(2,2-diiodovinyl)-2,2-dimethyl-1,3-dioxolan-4-yl)-2-(trityloxy)ethanol IC(=C[C@H]1[C@H](OC(O1)(C)C)C(COC(C1=CC=CC=C1)(C1=CC=CC=C1)C1=CC=CC=C1)O)I